Ethyl 2-chloro-4-((2-methoxy-3-(pyridin-2-yl)phenyl)amino)pyrimidine-5-carboxylate ClC1=NC=C(C(=N1)NC1=C(C(=CC=C1)C1=NC=CC=C1)OC)C(=O)OCC